tert-butyl-6-(1H-pyrazol-1-yl)-1,4-oxazepane-4-carboxylate C(C)(C)(C)OC(=O)N1CCOCC(C1)N1N=CC=C1